N1=C(C=C2N1C=CC=NC2)C(=O)N 4H-pyrazolo[1,5-a][1,4]diazepine-2-carboxamide